ClC1=C(C=C(C=C1F)N1C(=CC=C1C)C)F 1-(4-Chloro-3,5-difluorophenyl)-2,5-dimethyl-1H-pyrrole